6-(4-bromo-2-cyclopentyl-6-fluorobenzyl)-6,7-dihydro-5H-pyrrolo[3,4-b]pyridin-5-one BrC1=CC(=C(CN2CC3=NC=CC=C3C2=O)C(=C1)F)C1CCCC1